OC1=C(C=NC(=C1C(=O)OC)OC)C methyl 4-hydroxy-2-methoxy-5-methylnicotinate